N[C@@H]1CCC2=C(N(C=C21)C)C(=O)NC2=CC=C(C=C2)F |r| racemic-4-amino-N-(4-fluorophenyl)-2-methyl-2,4,5,6-tetrahydrocyclopenta[c]pyrrole-1-carboxamide